(S)-10-((5-chloro-2-((R)-3,3-difluoro-5-hydroxypiperidin-1-yl)pyrimidin-4-yl)amino)-2-cyclopropyl-3,3-difluoro-7-methyl-1,2,3,4-tetrahydro-[1,4]oxazepino[2,3-c]quinolin-6(7H)-one ClC=1C(=NC(=NC1)N1CC(C[C@H](C1)O)(F)F)NC1=CC=2C3=C(C(N(C2C=C1)C)=O)OCC([C@@H](N3)C3CC3)(F)F